(R)-N-(5-(2-fluoro-4-(trifluoromethyl)phenyl)-4-methyl-pyrimidin-2-yl)quinuclidin-3-amine, formate salt C(=O)O.FC1=C(C=CC(=C1)C(F)(F)F)C=1C(=NC(=NC1)N[C@H]1CN2CCC1CC2)C